FC1=C(C(=O)C2=CC=C(C(=O)N[C@H]3[C@@H](CCCC3)NC(=O)C3=CC=NC=C3)C=C2)C(=CC=C1OC)O N-[(1R,2R)-2-[4-(2-fluoro-6-hydroxy-3-methoxybenzoyl)benzamido]cyclohexyl]pyridine-4-carboxamide